C(C)(=O)C=1C(NC(=CC1)C(F)(F)F)=O 3-acetyl-6-(trifluoromethyl)pyridin-2(1H)-one